CC1=C(OCC2=C(C=C(C=C2)C2C=3C(NC(C2)=O)=NNC3)OC)C=CC(=C1)C (-)-4-{4-[(2,4-Dimethylphenoxy)methyl]-3-methoxyphenyl}-2H,4H,5H,6H,7H-pyrazolo[3,4-b]pyridin-6-on